C(C)(=O)C1=CC=C(C=C1)N1N=CC=2C(C1=O)=C(N(C2C)C2=CC(=CC=C2)OC)C 2-(4-acetylphenyl)-6-(3-methoxyphenyl)-5,7-dimethyl-2,6-dihydro-1H-pyrrolo[3,4-d]pyridazin-1-one